FC1(C(OC=2C(=CC3=C(NC=N3)C2)O1)(F)F)F 6,6,7,7-Tetrafluoro-6,7-dihydro-1H-[1,4]dioxino[2,3-f]benzimidazol